2-([5-(3-Ethoxyphenyl)-1-[(2-ethoxyphenyl)methyl]-1H-pyrazol-3-yl]methoxy)-2-methylpropanoic acid C(C)OC=1C=C(C=CC1)C1=CC(=NN1CC1=C(C=CC=C1)OCC)COC(C(=O)O)(C)C